ClC=1C(=C(CN2C(CC(CC2)(C(=O)O)CC2=NC(=CC=C2F)NC=2SC=CN2)(C)C)C=CC1)F (3-chloro-2-fluorobenzyl)-4-((3-fluoro-6-(thiazol-2-ylamino)pyridin-2-yl)methyl)-2,2-dimethylpiperidine-4-carboxylic acid